OC(CNC(OC(C)(C)C)=O)C1=C(C=C(C=2N=COC21)C2=CC=C(C=C2)OC(F)(F)F)I tert-butyl (2-hydroxy-2-(6-iodo-4-(4-(trifluoromethoxy)phenyl)benzo[d]oxazol-7-yl)ethyl)carbamate